C(C)SN1C(=NC=2C=C(C=NC21)I)C(=O)O 3-(ethylthio)-6-iodoimidazopyridine-2-carboxylic acid